FC1=C(CN2CCN(CC2)C)C(=CC(=C1)[N+](=O)[O-])C(F)(F)F 1-(2-fluoro-4-nitro-6-(trifluoromethyl)benzyl)-4-methylpiperazine